COC=1C=C(C=CC1OC)C1=CC=NC=2N1N=C(C2)C(=O)NC2=CC=C(C(=O)N[C@@H](CC(=O)OC)C(=O)OC)C=C2 dimethyl (4-(7-(3,4-dimethoxyphenyl)pyrazolo[1,5-a]pyrimidine-2-carboxamido)benzoyl)-L-aspartate